pentadecan-8-yl (tert-butoxycarbonyl)-L-phenylalaninate C(C)(C)(C)OC(=O)N[C@@H](CC1=CC=CC=C1)C(=O)OC(CCCCCCC)CCCCCCC